N-benzyl-3,7-dimethylnon-2,6-diene-1-imine oxide C(C1=CC=CC=C1)[N+](=CC=C(CCC=C(CC)C)C)[O-]